NC1=NC=CC(=C1)C1=CNC=2N=CN=C(C21)NCC2=CC(=CC=C2)N2C[C@@H](N[C@@H](C2)C)C 5-(2-Aminopyridin-4-yl)-N-(3-((3S,5R)-3,5-dimethylpiperazin-1-yl)benzyl)-7H-pyrrolo[2,3-d]pyrimidin-4-amine